N-[(2S,3R)-2-[(3-chloro-2-fluorophenyl)methyl]-4,4-difluoro-1-(oxetan-2-carbonyl)pyrrolidin-3-yl]Cyclopropanesulfonamide ClC=1C(=C(C=CC1)C[C@@H]1N(CC([C@@H]1NS(=O)(=O)C1CC1)(F)F)C(=O)C1OCC1)F